ONC(CCCC/C=C(/C(=O)NCC1=CC=C(C=C1)OC(F)(F)F)\COC1=CC=CC2=CC=CC=C12)=O (E)-N8-hydroxy-2-((naphthalen-1-yloxy)methyl)-N1-(4-(trifluoromethoxy)benzyl)-2-octenediamide